CN(S(=O)(=O)N[C@@H]1[C@@H](N([C@@H](C1)C)C(=O)OC(C)C)COC1CC2CC2(CC1)C1=NC=C(C=N1)F)C isopropyl (2R,3S,5R)-3-((N,N-dimethylsulfamoyl)amino)-2-(((6-(5-fluoropyrimidin-2-yl)bicyclo[4.1.0]heptan-3-yl)oxy)methyl)-5-methylpyrrolidine-1-carboxylate